[M]-2-(pyridin-2-yl)morpholine N1=C(C=CC=C1)C1CNCCO1